C1=CC=CC=2C3=CC=CC=C3C(C12)COC(=O)N[C@@H](CC(=O)OC(C)(C)C)C(=O)NCCC1=CC(=CC=C1)OC tert-butyl (S)-3-((((9H-fluoren-9-yl) methoxy) carbonyl) amino)-4-((3-methoxyphenylethyl) amino)-4-oxobutanoate